(E)-4-(tert-butylamino)-N-(4-(8-(4-chloro-2-(cyanomethyl)-1,6-dimethyl-1H-benzo[d]imidazol-5-yl)indolizine-3-carbonyl)-2,6-difluorophenyl)but-2-enamide C(C)(C)(C)NC/C=C/C(=O)NC1=C(C=C(C=C1F)C(=O)C1=CC=C2C(=CC=CN12)C1=C(C2=C(N(C(=N2)CC#N)C)C=C1C)Cl)F